2-chloro-5-(2-methoxyethoxy)pyrimidine ClC1=NC=C(C=N1)OCCOC